F[C@@H]1CN(CC1)C(=O)[C@@H]1CN(CC=2N1C(NN2)=O)C(=O)OC(C)(C)C tert-Butyl (5S)-5-{[(3S)-3-fluoropyrrolidin-1-yl]carbonyl}-3-oxo-2,5,6,8-tetrahydro[1,2,4]triazolo[4,3-a]pyrazine-7(3H)-carboxylate